N-methyl-1-phenyl-1H-indole-4-carboxamide CNC(=O)C=1C=2C=CN(C2C=CC1)C1=CC=CC=C1